2-bromo-2,4-dimethoxyacetophenone COC1=CC(=C(C=C1)C(=O)CBr)OC